(R)-5-amino-N-(1-(naphthalen-1-yl)ethyl)-2-(pyrrolidine-1-carbonyl)benzamide NC=1C=CC(=C(C(=O)N[C@H](C)C2=CC=CC3=CC=CC=C23)C1)C(=O)N1CCCC1